The molecule is a limonoid found in Azadirachta indica. It has a role as a plant metabolite. It is a delta-lactone, a cyclic terpene ketone, an enone, a member of furans, a limonoid, a tetracyclic triterpenoid, an acetate ester and a tertiary alcohol. CC(=O)O[C@@H]1C[C@@H]2[C@](C=CC(=O)C2(C)C)([C@@H]3[C@@]1(C4=CC(=O)O[C@@]([C@@]4(CC3)C)(C5=COC=C5)O)C)C